C(CCCC)NC(=O)NCCCCCCCC N-pentyl-N'-octylurea